BrC=1C=CC=C2C(CS(CC12)(=O)=O)=O 8-bromoisothiochroman-4-one 2,2-dioxide